(S)-4-(5-amino-1-(2-hydroxyethyl)-1H-pyrazole-4-carbonyl)-3-((S)-sec-butyl)-1,3,4,5-tetrahydro-2H-benzo[e][1,4]diazepin-2-one NC1=C(C=NN1CCO)C(=O)N1[C@H](C(NC2=C(C1)C=CC=C2)=O)[C@@H](C)CC